CC1=C(C=NC=2OCCN(C21)C(=O)OC(C)(C)C)N2CC=1N=C(N=CC1CC2)NC2=CC(=CC=C2)CS(=O)(=O)C tert-butyl 8-methyl-7-(2-((3-((methylsulfonyl)methyl)phenyl)amino)-5,8-dihydropyrido[3,4-d]pyrimidin-7(6H)-yl)-2,3-dihydro-1H-pyrido[2,3-b][1,4]oxazine-1-carboxylate